Cis-(3R,4aR,9bR)-3-methyl-7-(trifluoromethyl)-2,3,4,4a,5,9b-hexahydro-1H-indeno[1,2-b]pyridine hydrochloride Cl.C[C@@H]1C[C@H]2[C@@H](NC1)C1=CC=C(C=C1C2)C(F)(F)F